C1(CCCC1)N1C(CN(C=2C(N[C@](NC12)(N)NC=1C=C2CCCN(C2=CC1OC)C(CN1CCC(CC1)(F)F)=O)=O)C)CC (R)-8-cyclopentyl-2-{{1-[2-(4,4-difluoropiperidin-1-yl)acetyl]-7-methoxy-1,2,3,4-tetrahydroquinolin-6-yl}amino}-7-ethyl-5-methyl-7,8-dihydropterin